CCCCCCCC/C=C\\CCCCCCCCCC(=O)O[C@@H](CO)COC(=O)CCCCCCC/C=C\\CCCCCCCC The molecule is a 1,2-diacyl-sn-glycerol in which the acyl groups at positions 1 and 2 are specified as oleoyl and gondoyl respectively. It has a role as a mouse metabolite. It derives from an oleic acid and an (11Z)-icos-11-enoic acid.